2-bromo-5-(bromomethyl)furan BrC=1OC(=CC1)CBr